(R)-1-(4-((4-((R)-2-acetoxy-3-(ethylsulfonyl)propoxy)-3,5-dichlorophenyl)sulfonyl)phenoxy)-3-chloropropan-2-yl acetate C(C)(=O)O[C@H](COC1=CC=C(C=C1)S(=O)(=O)C1=CC(=C(C(=C1)Cl)OC[C@H](CS(=O)(=O)CC)OC(C)=O)Cl)CCl